5-((5-fluoro-6-((tetrahydrofuran-2-yl)ethynyl)pyridin-3-yl)oxy)-1H-1,2,3-triazole-4-carboxylic acid FC=1C=C(C=NC1C#CC1OCCC1)OC1=C(N=NN1)C(=O)O